C(CCC(O)(O)O)C/C=C\\C[C@H](/C=C/C=C/C=C\\[C@H](CCCC(=O)O)O)O The molecule is a leukotriene that is leukotriene B4 in which the three methyl hydrogens at position 20 have been replaced by hydroxy groups. It is a leukotriene, a long-chain fatty acid and a hydroxy polyunsaturated fatty acid. It derives from a leukotriene B4. It is a conjugate acid of a 20,20,20-trihydroxyleukotriene B4(1-).